CS(=O)(=O)C1=CC(=C(C=C1)NCC#CC=1N(C2=CC=CC(=C2C1)NC(=O)N1CCN(CC1)C)CC(F)(F)F)OC N-(2-{3-[(4-methanesulfonyl-2-methoxyphenyl)amino]prop-1-yn-1-yl}-1-(2,2,2-trifluoroethyl)-1H-indol-4-yl)-4-methylpiperazine-1-carboxamide